C(#N)C1=CN=C2N1C(=CC(=C2)C=2N=NN(C2C)[C@@H]2CN(CCC2)C(=O)OC(C)(C)C)O[C@H](C)C2=NC=C(C=C2)F tert-Butyl (3S)-3-[4-[3-cyano-5-[(1R)-1-(5-fluoro-2-pyridyl)ethoxy]imidazo[1,2-a]pyridin-7-yl]-5-methyl-triazol-1-yl]piperidine-1-carboxylate